C(CCC)N(C(=O)N1CCN(CC1)C(C1=CC=CC=C1)C1=CC=C(C=C1)Cl)CCCC N,N-Dibutyl-4-((4-chlorophenyl)(phenyl)methyl)piperazine-1-carboxamide